5-chloro-N4-(2-dimethylphosphonoanilino)pyrimidine-2,4-diamine ClC=1C(=NC(=NC1)N)NNC1=C(C=CC=C1)P(=O)(OC)OC